N-(4-(3-amino-4-hydroxybutyl)phenyl)-2-((S)-4-(4-chlorophenyl)-2,3,9-trimethyl-6H-thieno[3,2-f][1,2,4]triazolo[4,3-a][1,4]diazepin-6-yl)acetamide hydrochloride Cl.NC(CCC1=CC=C(C=C1)NC(C[C@H]1C=2N(C3=C(C(=N1)C1=CC=C(C=C1)Cl)C(=C(S3)C)C)C(=NN2)C)=O)CO